tert-butyl (2RS)-2-{[(4-{1-[(4-methylphenyl)sulfonyl]-1H-pyrrolo[3,2-b]pyridin-2-yl}pyridin-3-yl)oxy]methyl}azetidine-1-carboxylate CC1=CC=C(C=C1)S(=O)(=O)N1C(=CC2=NC=CC=C21)C2=C(C=NC=C2)OC[C@@H]2N(CC2)C(=O)OC(C)(C)C |r|